COC1=NC=C(C(=N1)OC)C1=CC(=C(N=N1)CC)[C@@H]1[C@H](C1)C(C)C 6-(2,4-dimethoxypyrimidin-5-yl)-3-ethyl-4-((1s,2r)-2-isopropylcyclopropyl)pyridazine